3-((5-Fluoro-2-((4-phenoxyphenyl)amino)pyrimidin-4-yl)amino)-N-hydroxypropionamide FC=1C(=NC(=NC1)NC1=CC=C(C=C1)OC1=CC=CC=C1)NCCC(=O)NO